(S)-N-(1-(1-(5-((dimethyl(oxo)-λ6-sulfaneylidene)amino)pyridin-2-yl)-1H-1,2,4-triazol-5-yl)ethyl)-2-methyl-3-(trifluoromethyl)benzamide CS(=O)(C)=NC=1C=CC(=NC1)N1N=CN=C1[C@H](C)NC(C1=C(C(=CC=C1)C(F)(F)F)C)=O